N-(4-bromothiazol-2-yl)-2-(4-((3-cyanopyridin-2-yl)oxy)-3-fluorophenyl)acetamide BrC=1N=C(SC1)NC(CC1=CC(=C(C=C1)OC1=NC=CC=C1C#N)F)=O